C(C(=C)CC(=O)[O-])(=O)[O-].[Na+].[Na+] sodium itaconate salt